O=C1CCC2=CC=CC(=C12)NC(=O)C=1C=NC=CC1 N-(3-oxo-2,3-dihydro-1H-inden-4-yl)pyridine-3-carboxamide